potassium aluminum cyanate [O-]C#N.[Al+3].[K+].[O-]C#N.[O-]C#N.[O-]C#N